1-[6-(oxan-2-yloxy)hexanoyl]-2-sulfanylidene-1,2,3,4-tetrahydropyrimidin-4-one O1C(CCCC1)OCCCCCC(=O)N1C(NC(C=C1)=O)=S